BrC1=C(N=NN1C1C(NC(CC1)=O)=O)C1=CSC=C1 3-[5-bromo-4-(thiophen-3-yl)-1H-1,2,3-triazol-1-yl]piperidine-2,6-dione